2-chloro-N-(4-iodophenyl)-5-(4H-1,2,4-triazol-4-yl)benzamide ClC1=C(C(=O)NC2=CC=C(C=C2)I)C=C(C=C1)N1C=NN=C1